C(CCC)[Sn](C1=CN2C(S1)=C(N=C2)C(=O)OCC)(CCCC)CCCC ethyl 2-tributylstannylimidazo[5,1-b]thiazole-7-carboxylate